(7-((6-(Difluoromethyl)-5-ethylpyridin-2-yl)oxy)-2-azaspiro[3.5]nonan-2-yl)((1s,3s)-3-hydroxy-3-methylcyclobutyl)methanon FC(C1=C(C=CC(=N1)OC1CCC2(CN(C2)C(=O)C2CC(C2)(C)O)CC1)CC)F